CC1=CC=C(C=C1)C(CCCC\C=C/C1=NC=CC=C1)=O (Z)-(4-methylphenyl)-7-(pyridin-2-yl)hept-6-en-1-one